ClC=1C(=NC(=NC1)NC1=CC=C(C=C1)N1CCN(CC1)C)NC1=CC(=CC=C1)OCC 5-Chloro-N4-(3-ethoxyphenyl)-N2-[4-(4-methylpiperazin-1-yl)phenyl]pyrimidine-2,4-diamine